N1C(CC(CC1([2H])[2H])O)([2H])[2H] Piperidine-2,2,6,6-d4-4-ol